COCCN1C=NC2=CC=C(C=C2C1=O)NC(=O)NC1=CC(=CC=C1)C(=O)N1CCCC1 1-(3-(2-methoxyethyl)-4-oxo-3,4-dihydroquinazolin-6-yl)-3-(3-(pyrrolidine-1-carbonyl)phenyl)urea